N,N'-(2,2'-dimethyl-[1,1-biphenyl]-3,3'-diyl)bis(5-((((1r,4r)-4-hydroxycyclohexyl)amino)methyl)-4-methylpicolinamide) CC1=C(C=CC=C1NC(C1=NC=C(C(=C1)C)CNC1CCC(CC1)O)=O)C1=C(C(=CC=C1)NC(C1=NC=C(C(=C1)C)CNC1CCC(CC1)O)=O)C